(4-aminobicyclo[2.2.2]oct-1-yl) carbamate C(N)(OC12CCC(CC1)(CC2)N)=O